CC1CCC(=CC1)C(C)C Menthen